methyl cis-4-{[9-chloro-7-(5-fluoroindol-1-yl)-3,5-dihydro-2H-1,4-benzoxazepin-4-yl]methyl}cyclohexane-1-carboxylate ClC1=CC(=CC=2CN(CCOC21)C[C@H]2CC[C@H](CC2)C(=O)OC)N2C=CC1=CC(=CC=C21)F